OC(C)(C)C1=NN(C=C1)C1=C(C#N)C=CC=C1 2-[3-(2-hydroxypropan-2-yl)pyrazol-1-yl]benzonitrile